(R)-6-chloro-4-oxochromane-2-carboxylic acid ClC=1C=C2C(C[C@@H](OC2=CC1)C(=O)O)=O